Sodium Carbon 7-isopropylindol-4-ol C(C)(C)C1=CC=C(C=2C=CNC12)O.[C].[Na]